6'-methyl-N-(1-methyl-3-(pyridin-2-yl)-1H-pyrazol-4-yl)-[2,3'-bipyridine]-6-carboxamide CC1=CC=C(C=N1)C1=NC(=CC=C1)C(=O)NC=1C(=NN(C1)C)C1=NC=CC=C1